NC1=NC(=C2N=CN(C2=N1)CC1=CC=C(C=C1)N)C=1C=C(C#N)C=CC1 3-(2-amino-9-(4-aminobenzyl)-9H-purin-6-yl)-benzonitrile